(+/-)-rel-(R)-1-((S)-3,4-dihydro-1H-[1,4]oxazino[4,3-b]indazol-1-yl)ethanaminium chloride [Cl-].[C@H]1(OCCN2N=C3C=CC=CC3=C21)[C@@H](C)[NH3+] |r|